C(C)OC(CC(=O)C)=O.[Al] aluminum ethylacetoacetate